BrC1=CC=C(C=C1)C1=C(C=CC=C1)I 4-bromo-2'-iodobiphenyl